deoxyaltropyranose C1[C@@H](O)[C@H](O)[C@H](O)[C@H](O1)CO